C12CN(CC(O1)C2)C2=CC=1C(=C(N=NC1N[C@H](C)C1=CC(=CC=C1)C(F)F)C)N=C2 3-(6-oxa-3-azabicyclo[3.1.1]heptan-3-yl)-N-((R)-1-(3-(difluoromethyl)phenyl)ethyl)-8-methylpyrido[2,3-d]pyridazin-5-amine